6,8-Difluoro-5-isopropoxy-2,2,7-trimethyl-4H-benzo[d][1,3]dioxin-4-one FC1=C(C2=C(OC(OC2=O)(C)C)C(=C1C)F)OC(C)C